BrC1=NC=CC=C1S(=O)(=N)C 2-bromo-3-(S-methylsulfonimidoyl)pyridine